5-(2-methylbenzo[d]thiazol-6-yl)-N-(1-methylpiperidin-4-yl)-7H-pyrrolo[2,3-d]pyrimidin-2-amine CC=1SC2=C(N1)C=CC(=C2)C2=CNC=1N=C(N=CC12)NC1CCN(CC1)C